C(C)(=O)O[C@H]1[C@@H](C1)C1=CC=C(C=C1)Br (1R,2S)-2-(4-bromophenyl)cyclopropyl acetate